4,7,8-trimethyl-7,8-dihydropteridin-6(5H)-one CC1=NC=NC=2N(C(C(NC12)=O)C)C